7-methyloxospiro[chromene-2,4'-piperidine]-8-carboxylic acid methyl ester COC(=O)C=1C(=CC=C2C=CC3(CC(NCC3)=O)OC12)C